C1=CC=CC=2C=CC=3N(C=4C=CC=CC4C3C21)C2=C(C#N)C(=C(C(=C2N2C=1C=CC=CC1C=1C3=C(C=CC21)C=CC=C3)N3C=2C=CC=CC2C=2C1=C(C=CC32)C=CC=C1)C1=NC(=CC=C1)C1=CC=CC=C1)N1C=3C=CC=CC3C=3C2=C(C=CC13)C=CC=C2 2,3,4,6-tetrakis(7H-benzo[c]carbazol-7-yl)-5-(6-phenylpyridin-2-yl)benzonitrile